3-[(1S)-5-[(7S)-3-(3,5-difluorophenyl)-2,7-dimethyl-5,7-dihydro-4H-pyrazolo[3,4-c]pyridine-6-carbonyl]-1,2,4-triazol-1-yl]pyrrolidine-1-carboxylic acid tert-butyl ester C(C)(C)(C)OC(=O)N1CC(CC1)N1N=CN=C1C(=O)N1[C@H](C=2C(CC1)=C(N(N2)C)C2=CC(=CC(=C2)F)F)C